BrC=1C(=C(C=CC1)NC(=O)C1=NN2C(/C(/CCC2)=N/[S@@](=O)C(C)(C)C)=C1)C (4E)-N-(3-bromo-2-methyl-phenyl)-4-[(S)-tert-butylsulfinyl]imino-6,7-dihydro-5H-pyrazolo[1,5-a]pyridine-2-carboxamide